[Si](C)(C)(C(C)(C)C)OCC=1C=C2C=CNC2=C(C1F)N 5-(((Tert-Butyldimethylsilyl)oxy)methyl)-6-fluoro-1H-indol-7-amine